FC=1C=C(C=CC1)C1=CN(C2=NC=C(C=C21)C=2C(=NN(C2)C2CCN(CC2)CCOC)OC)S(=O)(=O)C2=CC=C(C)C=C2 3-(3-Fluorophenyl)-5-(3-Methoxy-1-(1-(2-Methoxyethyl)Piperidin-4-Yl)-1H-Pyrazol-4-yl)-1-tosyl-1H-pyrrolo[2,3-b]pyridine